COC([C@H](C(C)(C)NC(=O)OC(C)(C)C)NC(C1=CC=C(C=C1)C#CC#C[C@@H]1C(C1)=COC)=O)=O (S)-2-[4-[[(1R,2R)-2-(methoxymethylene)cyclopropyl]buta-1,3-diynyl]benzamido]-3-(tert-butyloxycarbonylamino)-3-methylbutanoic acid methyl ester